OC(CC(C(=O)[O-])=O)C(=O)[O-] 4-hydroxy-2-oxoglutarate